Cl.ClC=1C=C(CC=2C=NNC2)C=CC1 4-(3-chlorobenzyl)-1H-pyrazole hydrochloride